2-(((S)-5-methoxy-1,2,3,4-tetrahydronaphthalen-2-yl)(n-propyl)amino)-2-phenylacetic acid n-propyl ester C(CC)OC(C(C1=CC=CC=C1)N(CCC)[C@@H]1CC2=CC=CC(=C2CC1)OC)=O